[NH3+]C(C(=O)[O-])CCC ammoniovalerate